dimethyl-(amino)ethanethiol CCC(S)(N)C